diethyl (2-((4-((4-([1,2,4]triazolo[4,3-c]pyrimidin-7-yloxy)-3-methylphenyl)amino)quinazoline-6-yl)amino)-2-oxoethyl) phosphate P(=O)(OCC)(OCC)OCC(=O)NC=1C=C2C(=NC=NC2=CC1)NC1=CC(=C(C=C1)OC1=CC=2N(C=N1)C=NN2)C